FCN1N=CC(=C1)C1=C(C(=O)O)C=CC=C1 (1-(fluoromethyl)-1H-pyrazol-4-yl)benzoic acid